2-(4-amino-2-chloro-phenyl)-5-aminobenzimidazole NC1=CC(=C(C=C1)C=1NC2=C(N1)C=CC(=C2)N)Cl